6-butyl-3-{3-[4-(2-chloro-4-methoxy-5-methylphenyl)-5-methyl-1,3-thiazol-2-yl]pyrrolidine-1-carbonyl}-5-(2,6-dimethoxyphenyl)pyridine-2,4-diol C(CCC)C1=C(C(=C(C(=N1)O)C(=O)N1CC(CC1)C=1SC(=C(N1)C1=C(C=C(C(=C1)C)OC)Cl)C)O)C1=C(C=CC=C1OC)OC